N'-(4-(difluoromethyl)-4-methoxycyclohexylidene)-4-methylbenzenesulfonohydrazide FC(C1(CCC(CC1)=NNS(=O)(=O)C1=CC=C(C=C1)C)OC)F